(S)-2-chloro-5-(5,5-difluoro-4-hydroxyl-3-(methylsulfonyl)-4,5,6,7-tetrahydro-1H-indol-1-yl)benzonitrile ClC1=C(C#N)C=C(C=C1)N1C=C(C=2[C@@H](C(CCC12)(F)F)O)S(=O)(=O)C